CC(C)N1N=C(C=C1)B1OC(C(O1)(C)C)(C)C 1-(propan-2-yl)-3-(tetramethyl-1,3,2-dioxaborolan-2-yl)-1H-pyrazole